COC(CC)(S(=O)(=O)[O-])F methoxy-1-fluoro-1-propanesulfonate